C(#N)[C@H]1N(CSC1)C(CNC(=O)C1=CC=NC2=CC=C(C=C12)N1CC(C1)(C)OC)=O (R)-N-(2-(4-cyanothiazolidin-3-yl)-2-oxoethyl)-6-(3-methoxy-3-methylazetidin-1-yl)quinoline-4-carboxamide